ClC1=CC(=C(C=C1)COC1=NC2=CC(=CC=C2C=C1C)CC1=NC2=C(N1C[C@H]1OCC1)C=C(C=C2)C(=O)O)F 2-({2-[(4-chloro-2-fluorophenyl)methoxy]-3-methylquinolin-7-yl}methyl)-1-{1-[(2S)-oxetan-2-yl]methyl}-1H-1,3-benzodiazole-6-carboxylic acid